FC(C=1C=CC(=NC1)N[C@@H]1CC[C@H](CC1)S(=O)(=O)C1=CC=C(C=C1)C1=CC(=NC=C1)N)(F)F 4-(4-((trans-4-((5-(trifluoromethyl)pyridin-2-yl)amino)cyclohexyl)sulfonyl)phenyl)pyridin-2-amine